α-Caryophyllene C/C/1=C\CC(/C=C/C/C(=C/CC1)/C)(C)C